9,15-dioxo-11α-hydroxy-prost-5Z-en-1-oic acid O=C1[C@H](C\C=C/CCCC(=O)O)[C@H]([C@@H](C1)O)CCC(CCCCC)=O